Cl.FC(C1=CC=C(C=C1)N1C=2N(CC(C1)CN)N=CC2)(F)F (4-(4-(trifluoromethyl)phenyl)-4,5,6,7-tetrahydropyrazolo[1,5-a]pyrimidin-6-yl)methanamine hydrochloride